5-O-monomethoxytrityl-2,3,4-tri-O-benzyl-D-ribitol COOC[C@H]([C@H]([C@H](C(O)C(C1=CC=CC=C1)(C1=CC=CC=C1)C1=CC=CC=C1)OCC1=CC=CC=C1)OCC1=CC=CC=C1)OCC1=CC=CC=C1